C1(CCCC1)C=1C=C(C(=NC1)NC(C1=C(C=CC(=C1)[N+](=O)[O-])SC1=NN=C(N1C)CN(C)C)=O)F N-(5-cyclopentyl-3-fluoropyridin-2-yl)-2-({5-[(dimethylamino)methyl]-4-methyl-4H-1,2,4-triazol-3-yl}sulfanyl)-5-nitrobenzamide